CSCC1=NC2=CC=CC=C2NC1 METHYLTHIOMETHYL-3,4-DIHYDROQUINOXALIN